P(=O)(O)(O)OCCCCCCCCCCCCC Tridecyl alcohol phosphate